(7S)-2-((trans-3-(2-fluoro-4-methoxyphenoxy)cyclobutyl)amino)-4,7,8-trimethyl-7,8-dihydropteridin-6(5H)-one FC1=C(O[C@@H]2C[C@H](C2)NC2=NC=3N([C@H](C(NC3C(=N2)C)=O)C)C)C=CC(=C1)OC